OC1=C(C=CC=C1)C1=CC(=CN=N1)C1=CC=C(OCCOC2=NOC(=C2)C(C(=O)OC)C(C)C)C=C1 methyl 2-(3-(2-(4-(6-(2-hydroxyphenyl) pyridazin-4-yl) phenoxy) ethoxy) isoxazol-5-yl)-3-methylbutanoate